tert-butyl 6-[1-(1-ethoxy-3-methyl-1-oxobutan-2-yl)-1,2,4-triazol-3-yl]-2,6-diazaspiro[3.3]heptane-2-carboxylate C(C)OC(C(C(C)C)N1N=C(N=C1)N1CC2(CN(C2)C(=O)OC(C)(C)C)C1)=O